2-(2-((tert-butyldiphenylsilyl)oxy)ethoxy)acetaldehyde [Si](C1=CC=CC=C1)(C1=CC=CC=C1)(C(C)(C)C)OCCOCC=O